triethanolamine tris(3-mercaptopropionate) SCCC(=O)O.SCCC(=O)O.SCCC(=O)O.N(CCO)(CCO)CCO